ClC1=C(C=CC(=C1)[N+](=O)[O-])N=C=S 2-chloro-1-isothiocyanato-4-nitrobenzene